N1=CN=CC2=C1C=CS2=O THIENOPYRIMIDONE